ClC1=CC=C2C=C(C=C(C2=C1F)O)OCOC 7-chloro-8-fluoro-3-(methoxymethoxy)naphthalen-1-ol